CN1N=CC(=C1)NC1=NC(=NC=N1)C1=CC(=C(CNC(OC(C)(C)C)=O)C=C1)C(F)(F)F tert-butyl (4-(4-((1-methyl-1H-pyrazol-4-yl)amino)-1,3,5-triazin-2-yl)-2-(trifluoromethyl)benzyl)carbamate